C(=O)[NH-] (E)-formyl-amide